ClC1=NC2=CC=CC=C2C(=N1)C1=CC=C(C=C1)OC(F)(F)F 2-chloro-4-[4-(trifluoromethoxy)phenyl]quinazoline